4-[3-[[(3R)-1-ethyl-3-piperidyl]amino]-5-methyl-1,2,4-triazin-6-yl]-3-hydroxy-benzonitrile C(C)N1C[C@@H](CCC1)NC=1N=NC(=C(N1)C)C1=C(C=C(C#N)C=C1)O